FC1=C(C(=CC(=C1)NC1CCOCC1)F)C=1N=C2N(C=CC(=C2)C)C1C[C@H]1CN(CCO1)C(=O)OC methyl (S)-2-((2-(2,6-difluoro-4-((tetrahydro-2H-pyran-4-yl)amino)phenyl)-7-methylimidazo[1,2-a]pyridin-3-yl)methyl)morpholine-4-carboxylate